Dimethylaminophthalide CN(C)C1OC(=O)C2=CC=CC=C12